[N+](=O)([O-])N[C@@H](CC1=CC=C(C=C1)O)C(=O)O NITROTYROSINE